magnesium-aluminum iron oxide [O-2].[Fe+2].[Al+3].[Mg+2]